1,3,5-tris(tert-amylperoxyisopropyl)benzene BIPHENYL-DISULFONATE C1(=C(C(=CC=C1)S(=O)(=O)O)S(=O)(=O)O)C1=CC=CC=C1.C(C)(C)(CC)OOC(C)(C)C1=CC(=CC(=C1)C(C)(C)OOC(C)(C)CC)C(C)(C)OOC(C)(C)CC